N-[1-[5-bromo-2-[5-(difluoromethoxy)pyrimidin-2-yl]-1,2,4-triazol-3-yl]ethyl]-3-(2,2-difluorocyclopropyl)-5-(trifluoromethyl)benzamide BrC=1N=C(N(N1)C1=NC=C(C=N1)OC(F)F)C(C)NC(C1=CC(=CC(=C1)C(F)(F)F)C1C(C1)(F)F)=O